ClC1=CC(=C2C(=CNC2=C1Cl)C=1C=NN(C1)C(=O)OC(C)(C)C)NC(C=C)=O tert-Butyl 4-[6,7-dichloro-4-(prop-2-enoyl amino)-1H-indol-3-yl]pyrazole-1-carboxylate